C(C)(C)(C)[SiH2]OC[C@@H]1[C@H]([C@@H]([C@H](C(O)O1)N)O)O 6-O-tert-butylsilyl-D-glucosamine